IC=1C=C(C2=C(N(C=N2)CC(F)(F)F)C1)C(=O)NC1[C@H](CNCC1)C 6-iodo-N-[(3S)-3-methyl-4-piperidyl]-1-(2,2,2-trifluoroethyl)benzimidazole-4-carboxamide